FC(C=1C=C(C(=O)N[C@H](C)C=2C(=NC=CN2)N2N=CC(=C2)C(=O)OCC)C=C(C1)C(F)(F)F)(F)F |r| Ethyl (rac)-1-(3-{1-[3,5-bis(trifluoromethyl) benzoylamino] ethyl} pyrazin-2-yl)-1H-pyrazole-4-carboxylate